ethyl 2-iodo-3-methyl-butanoate IC(C(=O)OCC)C(C)C